6-isopropyl-3-oxo-2,3-dihydropyridazine-4-carboxamide C(C)(C)C=1C=C(C(NN1)=O)C(=O)N